5-bromo-3-(cyclopentyl-(ethyl)amino)-N-((4,6-dimethyl-2-oxo-1,2-dihydropyridin-3-yl)methyl)-2-methylbenzamide BrC=1C=C(C(=C(C(=O)NCC=2C(NC(=CC2C)C)=O)C1)C)N(CC)C1CCCC1